4-cyclopropyl-7-(2-((7-isopropyl-1,2,3,4-tetrahydroisoquinolin-6-yl)amino)-5-(trifluoromethyl)pyrimidin-4-yl)-3,4-dihydrothieno[2,3-f][1,4]thiazepin-5(2H)-one 1,1-dioxide C1(CC1)N1CCS(C2=C(C1=O)SC(=C2)C2=NC(=NC=C2C(F)(F)F)NC=2C=C1CCNCC1=CC2C(C)C)(=O)=O